N[C@@H]([C@@H](C(=O)N[C@@H](C(=O)O)C1=C(C(=CC=C1)C(F)(F)F)F)O)CC1=CC=CC=C1 (R)-2-((2S,3R)-3-amino-2-hydroxy-4-phenylbutanamido)-2-(2-fluoro-3-(trifluoromethyl)phenyl)acetic acid